2-azidoethyl-N,N-dimethylaminomethyl-trifluoroborate N(=[N+]=[N-])CCC(N(C)C)[B-](F)(F)F